ClC1=CNC2=NC=C(C=C21)CNC(=O)C=2C=NN(C2COC)CC2=C(C=C1CCN(CC1=C2)C)F N-((3-Chloro-1H-pyrrolo[2,3-b]pyridin-5-yl)methyl)-1-((6-fluoro-2-methyl-1,2,3,4-tetrahydroisoquinolin-7-yl)methyl)-5-(methoxymethyl)-1H-pyrazole-4-carboxamide